N-[(1S)-1-[(2S,4R)-2-[4-[[cyclopropylmethyl-(4-phenylbutyl)amino]methyl]-1H-imidazol-2-yl]-4-hydroxy-pyrrolidine-1-carbonyl]-2,2-dimethyl-propyl]-1-fluoro-cyclopropanecarboxamide C1(CC1)CN(CCCCC1=CC=CC=C1)CC=1N=C(NC1)[C@H]1N(C[C@@H](C1)O)C(=O)[C@H](C(C)(C)C)NC(=O)C1(CC1)F